NC1=CC=CC=2N=NN(C(C21)=O)C2(C(NC(CC2)=O)=O)C 3-(5-amino-4-oxo-benzo[d][1,2,3]triazin-3(4H)-yl)-3-methylpiperidine-2,6-dione